5-[6-amino-5-(2,6-dichloro-benzyloxy)-pyridin-3-yl]-1H-indole-2-carboxylic acid (2-morpholin-4-yl-ethyl)-amide N1(CCOCC1)CCNC(=O)C=1NC2=CC=C(C=C2C1)C=1C=NC(=C(C1)OCC1=C(C=CC=C1Cl)Cl)N